2,4-dihydroxyphenylacetaldehyde OC1=C(C=CC(=C1)O)CC=O